NC1=C2C(=NC=N1)N(N=C2C2=CC=C(C=C2)OC2=CC=CC=C2)[C@@H]2[C@H](CN(CC2)CC=2C=C1C(N(C(C1=CC2F)=O)C2C(NC(CC2)=O)=O)=O)F 5-(((3S,4S)-4-(4-amino-3-(4-phenoxyphenyl)-1H-pyrazolo[3,4-d]pyrimidin-1-yl)-3-fluoropiperidin-1-yl)methyl)-2-(2,6-dioxopiperidin-3-yl)-6-fluoroisoindoline-1,3-dione